2,6-dibromo-3,5-difluoro-4-methoxymethylbenzyl (1RS)-cis-3-[(Z)-2-chloro-3,3,3-trifluoro-1-propenyl]-2,2-dimethylcyclopropanecarboxylate Cl\C(=C/[C@@H]1C([C@@H]1C(=O)OCC1=C(C(=C(C(=C1Br)F)COC)F)Br)(C)C)\C(F)(F)F